(R)-3-(4-(7H-PYRROLO[2,3-D]PYRIMIDIN-4-YL)-1H-PYRAZOL-1-YL)-3-CYCLOPENTYL-PROPANENITRILE PHOSPHATE P(=O)(O)(O)O.N1=CN=C(C2=C1NC=C2)C=2C=NN(C2)[C@H](CC#N)C2CCCC2